4-(3-bromo-2-methyl-phenoxy)cyclohexanecarbaldehyde BrC=1C(=C(OC2CCC(CC2)C=O)C=CC1)C